CC=1N=C2N(C=C(N=C2C)NC(=O)C=2N=CC(=NC2)N2C[C@@H](CC2)CNC(OC(C)(C)C)=O)C1 tert-butyl (S)-((1-(5-((2,8-dimethylimidazo[1,2-a]pyrazin-6-yl)carbamoyl)pyrazin-2-yl)pyrrolidin-3-yl)methyl)carbamate